FC1=CC=C(C=C1)C1C(C1C1=CC=C(C=C1)F)C(=O)OCC ethyl 2,3-bis(4-fluorophenyl)cyclopropane-1-carboxylate